N1=CC(=CC=C1)N(S(=O)(=O)C)CC1=CC=C(C=C1)C(=O)NNC(C(F)(F)F)=O N-(pyridin-3-yl)-N-(4-(2-(2,2,2-trifluoroacetyl)hydrazine-1-carbonyl)benzyl)methanesulfonamide